ClC1=C(C(=C(C(=O)N2CC=3C(=NN4C3C(N(C[C@H]4C)[C@@H](C)C=4C=NC(=CC4)C(C)(C)O)=O)C[C@H]2C)C=C1)F)F |o1:19| (3R,7R)-2-(4-chloro-2,3-difluorobenzoyl)-9-((S*)-1-(6-(2-hydroxypropan-2-yl)pyridin-3-yl)ethyl)-3,7-dimethyl-1,2,3,4,8,9-hexahydropyrido[4',3':3,4]pyrazolo[1,5-a]pyrazin-10(7H)-one